[O-2].[Mn+2].[Cu+2].[O-2] copper-manganese oxide